FC1=C(C#N)C=CC(=C1)C=1C2=C(N=C(N1)SC)N(C(C=C2)=O)C 2-fluoro-4-(8-methyl-2-(methylthio)-7-oxo-7,8-dihydropyrido[2,3-d]pyrimidin-4-yl)benzonitrile